benzo[c]cinnolinebisformaldehyde (4,4-difluorocyclohexyl)methyl-((2S)-1-((1-(8-acetyl-2-oxo-1,8-diazaspiro[4.5]decan-3-yl)-3-oxopropan-2-yl)amino)-4-methyl-1-oxopentan-2-yl)carbamate FC1(CCC(CC1)CN(C(O)=O)[C@H](C(=O)NC(CC1C(NC2(C1)CCN(CC2)C(C)=O)=O)C=O)CC(C)C)F.C=2(C(=CC=C1N=NC=3C=CC=CC3C12)C=O)C=O